COC1=C(C=CC(=C1)OC)CN(C1=NC2=CC(=CC=C2C=C1)O)C 2-{[(2,4-dimethoxyphenyl)methyl](methyl)amino}quinolin-7-ol